FC(C(C(C(=O)OCCCCCCCCCCCCCCC)(F)F)(F)F)(F)F heptafluorobutyric acid, n-pentadecyl ester